N(=[N+]=[N-])CCOCCOCCOCCOCCOCCOCCOCC 23-azido-3,6,9,12,15,18,21-heptaoxatricosan